[Br-].C(C)O[Si](CCCCCCCCOC1=C(C=C(C=C1)O)[P+](C1CCCCC1)(C1CCCCC1)C1CCCCC1)(OCC)OCC (2-[8-(triethoxysilyl)octoxy]-5-hydroxyphenyl)tricyclohexylphosphonium bromide